hexyl 2-amino-2,2-dicyclohexylacetate hydrochloride Cl.NC(C(=O)OCCCCCC)(C1CCCCC1)C1CCCCC1